CS(=O)(=O)OCC1(CN(C=2N(C1)N=CC2)C2=CC=C(C=C2)C(F)(F)F)C (6-methyl-4-(4-(trifluoromethyl)phenyl)-4,5,6,7-tetrahydropyrazolo[1,5-a]pyrimidin-6-yl)methyl methanesulfonate